molybdenum-rhenium alloyl-chromium C(C=C)(=O)[Cr].[Re].[Mo]